(2S)-2-(4-{[(1R,2S)-2-hydroxycyclopentyl]methyl}phenyl)propanoic acid O[C@@H]1[C@H](CCC1)CC1=CC=C(C=C1)[C@@H](C(=O)O)C